CC1=CC=C(C=C1)C=CC1(C(=CC=CC1)C1=CC=CC=C1)C=CC1=CC=C(C=C1)C 2,2-di(4-methylphenyl-ethene-1-yl)-biphenyl